C(C)=C(CO)C=C(C)C1C(C(=CC1)C)(C)C 2-ethylidene-4-(2,2,3-trimethylcyclopent-3-en-1-yl)pent-3-en-1-ol